C(C)(C)(C)OC(CCCCCCCNC1=C2C(N(C(C2=CC=C1)=O)C1C(NC(CC1)=O)=O)=O)=O 8-((2-(2,6-dioxopiperidin-3-yl)-1,3-dioxoisoindolin-4-yl)amino)octanoic acid tert-butyl ester